C(CCCC)C(CCOC(CCCCCCCCC(OC(OCCN(CCOC(OC(CCCCCCCCC(=O)OCCC(CCCCC)CCCCC)CCCCCC)=O)CCN(CC)CC)=O)CCCCCC)=O)CCCCC.ClC1=C(C=C(C=C1)Cl)C=1N=C(NC1C1=CC=CC=C1)CC=1SC=CC1 4-(2,5-dichlorophenyl)-5-phenyl-2-(2-thienylmethyl)imidazole Bis(3-pentyloctyl)16-(2-(diethylamino)ethyl)-10,22-dihexyl-12,20-dioxo-11,13,19,21-tetraoxa-16-azahentriacontanedioate